2-(Ethylamino)ethyl (6-(trifluoromethoxy)benzo[d]thiazol-2-yl)carbamate FC(OC1=CC2=C(N=C(S2)NC(OCCNCC)=O)C=C1)(F)F